3-Hydroxy-6-methoxy-1-oxo-7-(2-pyrrol-1-yl-ethoxy)-isochroman-5-carbaldehyde OC1OC(C=2C=C(C(=C(C2C1)C=O)OC)OCCN1C=CC=C1)=O